4-fluoro-7-methyl-N-(5-(1-methylpiperidin-4-yl)-1H-pyrazol-3-yl)-1H-indole FC1=C2C=CN(C2=C(C=C1)C)C1=NNC(=C1)C1CCN(CC1)C